C1CCN2CCCC12COC1=NC2=CC=NC=C2C=C1C#N 2-((tetrahydro-1H-pyrrolizine-7a(5H)-yl)methoxy)-1,6-naphthyridine-3-carbonitrile